(3r,5s)-1-benzyl-3-(benzyloxy)-5-fluoropiperidine C(C1=CC=CC=C1)N1C[C@@H](C[C@@H](C1)F)OCC1=CC=CC=C1